imidazo[1,2-a]pyridine-2-sulfonyl chloride N=1C(=CN2C1C=CC=C2)S(=O)(=O)Cl